BrC=1C=C(C=CC1)[C@@H](CC(=O)OCC)NS(=O)(=O)C1=CC=C(C=C1)OC(F)(F)F ethyl (R)-3-(3-bromophenyl)-3-((4-(trifluoromethoxy)phenyl)sulfonamido)propanoate